4-(difluoromethoxy)-N-methyl-6-(trifluoromethyl)pyridin-3-amine FC(OC1=C(C=NC(=C1)C(F)(F)F)NC)F